CCCCCCCCCCCCCCCCCCCCCCCCCCCCCCCCCCCCCCCCCCC Tritetracontane